BrC1=CC2=C(N=C(N=C2)S(=O)(=O)C)N(C1=O)CC 6-bromo-8-ethyl-2-methylsulfonyl-pyrido[2,3-d]pyrimidin-7-one